OC1(CC2(CN(C2)C(=O)OC(C)(C)C)C1)C1=CC=CC=C1 Tert-butyl 6-hydroxy-6-phenyl-2-azaspiro[3.3]heptane-2-carboxylate